N[C@H](C)C=1C=C(N)C=C(C1)C(F)(F)F (R)-3-(1-amino-ethyl)-5-(trifluoromethyl)aniline